2-[4-bromo-2-[2-[tert-butyl(dimethyl)silyl]oxyethoxy]-phenoxy]ethoxy-tert-butyl-dimethyl-silane BrC1=CC(=C(OCCO[Si](C)(C)C(C)(C)C)C=C1)OCCO[Si](C)(C)C(C)(C)C